tert-Butyl (1-((3-((4-(2-(2,6-Dioxopiperidin-3-yl)-1-oxoisoindolin-5-yl)piperazin-1-yl)methyl)phenyl)sulfonyl)piperidin-4-yl)carbamate O=C1NC(CCC1N1C(C2=CC=C(C=C2C1)N1CCN(CC1)CC=1C=C(C=CC1)S(=O)(=O)N1CCC(CC1)NC(OC(C)(C)C)=O)=O)=O